ClC1=CN=C(C(=C1C(=O)N[C@@H](CCOC1CC(C1)CCC1=NC=2NCCCC2C=C1)C(=O)O)F)CN1CCN(CC1)C N-(5-chloro-3-fluoro-2-((4-methylpiperazin-1-yl)methyl)isonicotinoyl)-O-((1R,3R)-3-(2-(5,6,7,8-tetrahydro-1,8-naphthyridin-2-yl)ethyl)cyclobutyl)-L-homoserine